C/C(=C(/C(=O)O)\C)/C(=O)O.C/C(=C(/C(=O)O)\C)/C(=O)O.O1C(=NC2=C1C=CC=C2)[C@H]2N(CCC1=C2N=CN1)C(=O)C1=C(N=C(O1)C1=NN(C=C1)C)C(F)F (S)-(4-(benzo[d]oxazol-2-yl)-6,7-dihydro-1H-imidazo[4,5-c]pyridin-5(4H)-yl)(4-(difluoromethyl)-2-(1-methyl-1H-pyrazol-3-yl)oxazol-5-yl)methanone dimethyl-maleate (Dimethyl-maleate)